FC1=C(C=CC(=C1F)B1OC(C(O1)(C)C)(C)C)NS(=O)(=O)CC1=CC=CC=C1 N-(2,3-difluoro-4-(4,4,5,5-tetramethyl-1,3,2-dioxaborolan-2-yl)phenyl)-1-phenylmethanesulfonamide